tert-Butyl 5-((3-acetamido-4-fluorophenyl)sulfonyl)-3,4,5,6-tetrahydropyrrolo[3,4-c]pyrrole-2(1H)-carboxylate C(C)(=O)NC=1C=C(C=CC1F)S(=O)(=O)N1CC2=C(C1)CN(C2)C(=O)OC(C)(C)C